CC1=CC=CC(=N1)C1=C(C=NN1)C1=CC=NC2=CC=C(C=C12)CO (4-(5-(6-methylpyridin-2-yl)-1H-pyrazol-4-yl)quinolin-6-yl)methanol